BrC=1C(=C(C=C(C1)F)C1=CC(=NC=C1)N1CCN(CC1)C(=O)OC(C)(C)C)OC tert-butyl 4-(4-(3-bromo-5-fluoro-2-methoxyphenyl)pyridin-2-yl)piperazine-1-carboxylate